N-(3-bromo-2-fluorophenyl)-8-chloro-N-methyl-[1,2,4]triazolo[4,3-a]quinazolin-5-amine BrC=1C(=C(C=CC1)N(C1=NC=2N(C3=CC(=CC=C13)Cl)C=NN2)C)F